5-amino-9-chloro-2-(pyridin-2-yl)-7-(2-(4-(pyridin-4-yl)piperazin-1-yl)ethyl)-7H-pyrrolo[3,2-e][1,2,4]triazolo[1,5-c]pyrimidine-8-carboxamide NC1=NC2=C(C=3N1N=C(N3)C3=NC=CC=C3)C(=C(N2CCN2CCN(CC2)C2=CC=NC=C2)C(=O)N)Cl